[Ag].[Cu].[Pd] palladium copper-silver